C(#N)[C@H]1N(CSC1)C(CNC(=O)C1=CC=NC2=CC=C(C=C12)C1(CCOCC1)C#C)=O (R)-N-(2-(4-cyanothiazolidin-3-yl)-2-oxoethyl)-6-(4-ethynyl-tetrahydro-2H-pyran-4-yl)-quinoline-4-carboxamide